C(C)OC1=C(C=C(C2=CC=CC=C12)OCC)CC 1,4-diethoxy-2-ethyl-naphthalene